tert-butyl (S)-2-(4-((2-(((tert-butyldiphenylsilyl)oxy)methyl)-4-(4-iodophenyl)piperazin-1-yl)methyl)piperidin-1-yl)acetate [Si](C1=CC=CC=C1)(C1=CC=CC=C1)(C(C)(C)C)OC[C@H]1N(CCN(C1)C1=CC=C(C=C1)I)CC1CCN(CC1)CC(=O)OC(C)(C)C